2-(6-(4-((2S,6R)-2,6-dimethylmorpholino)piperidin-1-yl)-2-methylpyridin-3-yl)spiro[3.3]heptane-2,6-diamine C[C@@H]1O[C@@H](CN(C1)C1CCN(CC1)C1=CC=C(C(=N1)C)C1(CC2(C1)CC(C2)N)N)C